2,4,6-Trimethylbenzenesulfonylhydroxylamine CC1=C(C(=CC(=C1)C)C)S(=O)(=O)NO